Trimethyl-propane diacrylate C(C=C)(=O)O.C(C=C)(=O)O.CC(CC)(C)C